FC(C=1C(=C(C=CC1)[C@@H](C)NC1=CN=NC2=CC=C(C=C12)N1C[C@H](CCC1)OC)F)F N-((R)-1-(3-(difluoromethyl)-2-fluorophenyl)ethyl)-6-((S)-3-methoxypiperidin-1-yl)cinnolin-4-amine